Laminin N[C@@H](CCCC[N+](C)(C)C)C(=O)O